N,N-dimethyl-4-morpholino-2-[(2E)-2-(m-tolylmethylene)hydrazino]pyrrolo[2,1-f][1,2,4]triazine-6-carboxamide CN(C(=O)C=1C=C2C(=NC(=NN2C1)N/N=C/C=1C=C(C=CC1)C)N1CCOCC1)C